ClC1=CC=C(C(=N1)C(=O)O)N[C@H](C)C1=C2N=C(C(=NC2=CC(=C1)C)C#N)N1C2C3C(C1)CC(C3)C2 6-chloro-3-(((1R)-1-(2-cyano-3-(hexahydro-3,5-methanocyclopenta[b]pyrrol-1(2H)-yl)-7-methylquinoxalin-5-yl)ethyl)amino)picolinic acid